CC1(CN(CCO1)C1=CC=C(C=C1)B1OC(C(O1)(C)C)(C)C)C 2,2-dimethyl-4-(4-(4,4,5,5-tetramethyl-1,3,2-dioxaborolan-2-yl)phenyl)morpholine